(R)-7-(hydroxymethyl)-4,5,7,8-tetrahydro-3-oxa-1-thia-5a,8-diazabenzo[cd]azulen-9(6H)-one OC[C@H]1CN2C=3C(=CSC3C(N1)=O)OCC2